COC1=CC2=C(C=C1C3=COC4=CC(=C(C=C4C3=O)OC)O)OCO2 The molecule is an methoxyisoflavone having methoxy substituents at the 6- and 2'-positions, a hydroxy group at position 7 and a methylenedioxy moiety at the 4'- and 5'-positions. It is a methoxyisoflavone, a member of 7-hydroxyisoflavones and a member of benzodioxoles. It derives from an isoflavone. It is a conjugate acid of a dalpatein(1-).